BrC=1C(=CC(=C(C=O)C1)[N+](=O)[O-])OC(C)C 5-bromo-4-isopropoxy-2-nitrobenzaldehyde